C(#N)C1=C(C=CC=C1)[C@@H]([C@@H](C)C=1N(C(C(=C(N1)C(=O)NC=1C=NOC1)O)=O)C)C=1N=NN(N1)C 2-((1r,2r)-1-(2-cyanophenyl)-1-(2-methyl-2H-tetrazol-5-yl)propan-2-yl)-5-hydroxy-N-(isoxazol-4-yl)-1-methyl-6-oxo-1,6-dihydropyrimidine-4-carboxamide